(E)-1-(4-(3-oxo-3-(6-oxo-3,6-dihydropyridin-1(2H)-yl)prop-1-en-1-yl)phenyl)-3-(4-phenoxyphenyl)urea O=C(/C=C/C1=CC=C(C=C1)NC(=O)NC1=CC=C(C=C1)OC1=CC=CC=C1)N1CCC=CC1=O